C(C)OC(=O)[C@]1(CC([C@H](C1)OCC1=CC=CC=C1)(F)F)CC1=CC(=CC=C1)C1=NC=CC=N1 |o1:5,8| (1R*,4S*)-4-(benzyloxy)-3,3-difluoro-1-(3-(pyrimidin-2-yl)benzyl)cyclopentane-1-carboxylic acid ethyl ester